tert-butyl 4-oxo-hexahydrocyclopenta[C]pyrrole-2(1H)-carboxylate O=C1CCC2CN(CC21)C(=O)OC(C)(C)C